ClC1=C(C=CC=C1)N1C=2N(C3=C(C1=O)C=NC(=N3)NC3=CC=C(C=C3)NCCCN3CCOCC3)C=CN2 6-(2-chlorophenyl)-2-[(4-{[3-(morpholin-4-yl)propyl]amino}phenyl)amino]imidazo[1,2-a]pyrimido[5,4-e]pyrimidin-5(6H)-one